(rac)-(2s,4s)-2-(1-(m-Tolyl)-3-azabicyclo[3.1.0]hexan-3-carbonyl)-7-oxa-5-azaspiro[3.4]octan-6-on C1(=CC(=CC=C1)C12CN(CC2C1)C(=O)C1CC2(C1)NC(OC2)=O)C